P(=O)(OOCCCC)([O-])[O-] (butoxy) phosphate